N1(CCCC2=CC=CC=C12)CCN1CC=2C=CC=C(C2C1=O)C(=O)N 2-(3,4-dihydro-2H-quinolin-1-yl-ethyl)-3-oxo-2,3-dihydro-1H-isoindole-4-carboxylic acid amide